C(C1=CC=CC=C1)OC(=O)NC1(CC(N(C1)C(=O)OC(C)(C)C)C)C tert-butyl 4-(((benzyloxy)carbonyl)amino)-2,4-dimethylpyrrolidine-1-carboxylate